(2R,3S,5R)-2-(2-(2-amino-3-bromoquinolin-7-yl)ethyl)-5-(4-amino-7H-pyrrolo[2,3-d]pyrimidin-7-yl)tetrahydrothiophene-3,4-diol NC1=NC2=CC(=CC=C2C=C1Br)CC[C@H]1S[C@H](C([C@@H]1O)O)N1C=CC2=C1N=CN=C2N